(3aR,5s,6aS)-N-(6-(2-fluoro-5-methoxyphenyl)-4-(trifluoromethyl)pyridazin-3-yl)-2-((tetrahydro-2H-pyran-4-yl)methyl)octahydro-cyclopenta[c]pyrrol-5-amine FC1=C(C=C(C=C1)OC)C1=CC(=C(N=N1)NC1C[C@@H]2[C@@H](CN(C2)CC2CCOCC2)C1)C(F)(F)F